6,7-dimethoxy-4-(trifluoromethyl)phthalazin COC=1C=C2C(=NN=CC2=CC1OC)C(F)(F)F